COC1=CC=C(CN2C(NC3(C2=O)CCN(CC3)C(=O)OC(C)(C)C)=O)C=C1 tert-butyl 3-(4-methoxybenzyl)-2,4-dioxo-1,3,8-triazaspiro[4.5]decane-8-carboxylate